C(C)(C)(C)OC(=O)N1[C@@H]([C@@H](CC1)N(C)C1=NC(=NC2=C(C(=C(C=C12)Cl)C1=NC(=CC(=C1)C)N(CC1=CC=C(C=C1)OC)CC1=CC=C(C=C1)OC)F)F)C tert-butyl-(2R,3R)-3-[[7-[6-[bis[(4-methoxyphenyl)methyl]amino]-4-methyl-2-pyridyl]-6-chloro-2,8-difluoro-quinazolin-4-yl]-methyl-amino]-2-methyl-pyrrolidine-1-carboxylate